FC1=CC=C(C=C1)C1=CC=C2CCC(N(C2=C1)CCN1CCOCC1)=O 7-(4-fluorophenyl)-1-(2-morpholinoethyl)-3,4-dihydro-quinolin-2(1H)-one